N'-[4-(2-iodophenyl)butyl]-N-methylethylenediamine IC1=C(C=CC=C1)CCCCNCCNC